NC=1C2=C(N=CN1)N(C(=C2C2=CC(=C(C=C2)Br)OC)C#CC2CN(C2)C2CCN(CC2)C(C=C)=O)C(C)C 1-(4-(3-((4-amino-5-(4-bromo-3-methoxyphenyl)-7-isopropyl-7H-pyrrolo[2,3-d]pyrimidin-6-yl)ethynyl)azetidin-1-yl)piperidin-1-yl)prop-2-en-1-one